[Cl-].C(=O)(O)C=1C=C(C(=NC1)OCC[NH+](C)C)NS(=O)(=O)CC1=CC=CC=C1 2-((5-carboxy-3-((phenylmethyl)sulfonamido)pyridin-2-yl)oxy)-N,N-dimethylethan-1-aminium chloride